(R)-(2-chloro-4-formyl-7,8-dihydro-[1,4]dioxino[2',3':3,4]benzo[1,2-d]thiazol-7-yl)methyl acetate C(C)(=O)OC[C@@H]1OC2=C(C3=C(N=C(S3)Cl)C(=C2)C=O)OC1